OCCCOC=1C=C(C=CC1OC)C=1C=C(C=NC1)C=1CB(OC1)O 4-(5-(3-(3-hydroxypropoxy)-4-methoxyphenyl)pyridin-3-yl)-1,2-oxaborole-2-ol